NC=1N=NC(=C(N1)N)C1=CC(=CC(=C1)C(F)(F)F)C(F)(F)F 3,5-diamino-6-(3,5-bistrifluoromethylphenyl)-1,2,4-triazine